N[C@H]1C2N(CC1CC2)C(=O)C2=CC1=C(N(C(=N1)C1=CC=3C(=NC(=CC3)C3=C(C=C(C=C3)O)C)N1CC1CC1)C)C(=C2)OC 4-(2-{5-[(7R)-7-amino-2-azabicyclo[2.2.1]heptane-2-carbonyl]-7-methoxy-1-methyl-1H-1,3-benzodiazol-2-yl}-1-(cyclopropylmethyl)-1H-pyrrolo[2,3-b]pyridin-6-yl)-3-methylphenol